BrC=1C(=NC(=NC1)Cl)NC=1C(=C2N=CC=NC2=CC1)P(C)(C)=S (6-((5-bromo-2-chloropyrimidin-4-yl)amino)quinoxalin-5-yl)dimethylphosphine sulfide